N-(4-Chloro-3-(methoxymethyl)pyridin-2-yl)-1,1-diphenylmethanimine ClC1=C(C(=NC=C1)N=C(C1=CC=CC=C1)C1=CC=CC=C1)COC